BrC1=CNC2=C1N=C(N=C2)C2=C(C=CC=C2)C(F)(F)F 7-bromo-2-[2-(trifluoromethyl)phenyl]-5H-pyrrolo[3,2-d]pyrimidine